FC=1C=C(C=C(C1N1C(C2(N3C1=NC=C3C3=NC=CC=C3)CC2)=O)F)NC(=O)C2=NC=CC=C2 N-[3,5-difluoro-4-[6'-oxo-3'-(2-pyridyl)spiro[cyclopropane-1,5'-imidazo[1,2-a]imidazole]-7'-yl]phenyl]pyridine-2-carboxamide